BrC1=NC=C(N=C1Cl)Cl 2-bromo-3,5-dichloropyrazine